6-bromo-N'-(2-ethyl-5-fluoro-4-hydroxy-phenyl)-4-[(5-hydroxy-2-adamantyl)amino]-pyrrolo[1,2-b]pyridazine-3-carboxamidine BrC=1C=C2N(N=CC(=C2NC2C3CC4CC(CC2C4)(C3)O)C(=NC3=C(C=C(C(=C3)F)O)CC)N)C1